C1(=CC=CC2=CC=CC=C12)C1=CC=C(C=C1)NC=1C2=CC=CC=C2C=2C=CC=CC2C1 4-(naphthalen-1-yl)phenyl-phenanthren-9-yl-amine